N1N=CC=CC2=C1C=NC=N2 PYRIMIDINO-DIAZEPINE